2-(2-fluoropyridin-3-yl)-9-(4-(1-methyl-4-(trifluoromethyl)-1H-imidazol-2-yl)benzyl)-7,9-dihydro-8H-purin-8-one FC1=NC=CC=C1C1=NC=C2NC(N(C2=N1)CC1=CC=C(C=C1)C=1N(C=C(N1)C(F)(F)F)C)=O